O.[PH2](=O)[O-].[Na+] Natrium hypophosphit Monohydrat